N-(3-{6-azaspiro[2.5]octan-6-yl}-4-{1-[8-(4,4-difluoropiperidin-1-yl)quinolin-6-yl]-1H-1,2,3-triazol-4-yl}phenyl)-2-hydroxyethane-1-sulfonamide C1CC12CCN(CC2)C=2C=C(C=CC2C=2N=NN(C2)C=2C=C1C=CC=NC1=C(C2)N2CCC(CC2)(F)F)NS(=O)(=O)CCO